N-(5-(((2S,4S)-4-((2,6-dimethylpyridin-4-yl)oxy)-2-methylpyrrolidin-1-yl)methyl)-4-fluorothiazol-2-yl)acetamide CC1=NC(=CC(=C1)O[C@H]1C[C@@H](N(C1)CC1=C(N=C(S1)NC(C)=O)F)C)C